CC(=O)N[C@@H]1[C@H]([C@@H]([C@H](OC1OP(=O)(O)OP(=O)(O)OC[C@@H]2[C@H]([C@H]([C@@H](O2)N3C=CC(=O)NC3=O)O)O)CO)O)OC(=C)C(=O)O The molecule is a UDP-amino sugar having N-acetyl-3-O-(1-carboxyvinyl)-D-glucosamine as the sugar component. It derives from an UDP-D-glucosamine. It is a conjugate acid of an UDP-N-acetyl-3-O-(1-carboxylatovinyl)-D-glucosamine(3-).